C(C)OC(=O)C=1OC(=CC1)C(=O)OCC 2,5-furandicarboxylic diethyl ester